COC1=CC(=NC=C1)C[C@H]1COC2=C(C=C(C=C2C1=O)CN1C(=NC=C1)C)C=1C(=NN(C1)C)C(F)(F)F (S)-3-((4-methoxypyridin-2-yl)methyl)-6-((2-methyl-1H-imidazol-1-yl)methyl)-8-(1-methyl-3-(Trifluoromethyl)-1H-pyrazol-4-yl)chroman-4-one